S(=O)(=O)(O)[Te]S(=O)(=O)O.[Hg].[Cd] cadmium mercury sulfotelluride